C(CCCCCCC\C=C/CCCCCCCC)(=O)OC[C@@H](OC(CCCCCCC\C=C/CCCCCCCC)=O)COP(=O)(O)OCCN ls-1,2-dioleoyl-SN-glycero-3-phosphoethanolamine